5α-cholestanol C[C@H](CCCC(C)C)[C@H]1CC[C@@H]2[C@@]1(CC[C@H]3[C@H]2CC[C@@H]4[C@@]3(CC[C@@H](C4)O)C)C